di-T-hexyl peroxide C(C)(C)(CCC)OOC(C)(C)CCC